CN(C(C=C)=O)C1=NC=2CN(CCC2C=C1)C(=O)OC(C)(C)C tert-Butyl 2-(N-methylacrylamido)-5,8-dihydro-1,7-naphthyridine-7(6H)-carboxylate